(2R)-2-cyclopropyl-2-hydroxy-acetic acid C1(CC1)[C@H](C(=O)O)O